N1N=C(C=2C=CC=3C=NC=NC3C21)C(=O)N 1H-pyrazolo[4,3-h]quinazoline-3-carboxamide